OC=1C=C(C=C2C(=CC(NC12)=O)C)NC(=O)C=1C=C2C(=NC1N1CCOCC1)COC2 N-(8-hydroxy-4-methyl-2-oxo-1H-quinolin-6-yl)-2-morpholino-5,7-dihydrofuro[3,4-b]pyridine-3-carboxamide